2'-{(2R)-3-[(4-methoxyphenyl)methoxy]-2-methylpropyl}-2',3'-dihydrospiro[cyclohexane-1,1'-indene]-4-carbonitrile COC1=CC=C(C=C1)COC[C@@H](CC1C2(C3=CC=CC=C3C1)CCC(CC2)C#N)C